(3S,4S)-1-(4-((3R,4S)-3-methoxy-4-(tetradecylcarbamoyl)pyrrolidine-1-carbonyl)benzoyl)-N3,N4-bis((1S,2R)-2-phenylcyclopropyl)pyrrolidine-3,4-dicarboxamide CO[C@H]1CN(C[C@@H]1C(NCCCCCCCCCCCCCC)=O)C(=O)C1=CC=C(C(=O)N2C[C@H]([C@@H](C2)C(=O)N[C@@H]2[C@H](C2)C2=CC=CC=C2)C(=O)N[C@@H]2[C@H](C2)C2=CC=CC=C2)C=C1